C(#N)CCOCCOCCOCCOCCC#N triethyleneglycol bis(2-cyanoethyl) ether